5-methyl-4-(1-methyl-3-difluoromethyl-1H-pyrazol-5-oxy)aniline CC=1C(=CC=C(N)C1)OC1=CC(=NN1C)C(F)F